2-FLUORO-6-HYDROXY-3-METHOXYBENZALDEHYDE FC1=C(C=O)C(=CC=C1OC)O